(2S,4R)-1-[(2S)-2-(4-cyclopropyltriazol-1-yl)-3,3-dimethyl-butanoyl]-N-[[4-(4-ethoxyphenyl)tetrahydropyran-4-yl]methyl]-4-hydroxy-pyrrolidine-2-carboxamide C1(CC1)C=1N=NN(C1)[C@H](C(=O)N1[C@@H](C[C@H](C1)O)C(=O)NCC1(CCOCC1)C1=CC=C(C=C1)OCC)C(C)(C)C